2-chloro-4-(5-(2,3-difluoro-4-(3-methyl-1H-pyrazol-4-yl)phenyl)-1-methyl-1H-imidazole-2-carboxamido)benzoic acid ClC1=C(C(=O)O)C=CC(=C1)NC(=O)C=1N(C(=CN1)C1=C(C(=C(C=C1)C=1C(=NNC1)C)F)F)C